tin t-butylbenzoate C(C)(C)(C)OC(C1=CC=CC=C1)=O.[Sn]